manganese sulfate, hydrate O.S(=O)(=O)([O-])[O-].[Mn+2]